3-fluoro-1H-pyrazole-4-carbonitrile FC1=NNC=C1C#N